BrC1=C(N=C2N(C1=O)CCCC2)C2=CC=C(C=C2)C(C)(C)C 3-bromo-2-(4-tert-butylphenyl)-4H,6H,7H,8H,9H-pyrido[1,2-a]pyrimidin-4-one